CN(CCNS(=O)(=O)C=C)CC1=NC2=C(N1)C=CC(=C2)OC(F)(F)F N-(2-(methyl((5-(trifluoromethoxy)-1H-benzo[d]imidazol-2-yl)methyl)amino)ethyl)ethenesulfonamide